C(#N)[C@H](C[C@H]1C(NCC1)=O)NC([C@H](CC1CC1)N1C(=CC2=CC=CC=C12)C(=O)N)=O ((S)-2-[[(1S)-1-cyano-2-[(3S)-2-oxopyrrolidin-3-yl]ethyl]amino]-1-(cyclopropylmethyl)-2-oxo-ethyl)-1H-indole-2-carboxamide